10-chloro-2-(4-methoxyphenyl)[1,2,4]triazolo[1,5-c]quinazolin ClC=1C=2C=3N(C=NC2C=CC1)N=C(N3)C3=CC=C(C=C3)OC